ClC=1C=C2C(=NC(N3C2=C(C1C1=CC(=C(C=C1)Cl)F)SCC3)=O)N3[C@H](CN(CC3)C(C(=C)F)=O)C (S)-9-chloro-10-(4-chloro-3-fluorophenyl)-7-(4-(2-fluoroacryloyl)-2-methylpiperazin-1-yl)-2,3-dihydro-5H-[1,4]thiazino[2,3,4-ij]quinazolin-5-one